O[C@H]1[C@H](OC2=CC(=CC(=C2C1)O)O)C1=CC(=C(C(=C1)O)O)O (2R,3R)-3,5,7-trihydroxy-2-(3,4,5-trihydroxyphenyl)chroman